C(=O)(O)C1=C2C=CC=NC2=CC=C1 5-carboxyquinoline